C[NH+](C)[C@@H](CC1=CN=CN1)C(=O)[O-] The molecule is an amino acid zwitterion of N(alpha),N(alpha)-dimethyl-L-histidine having an anionic carboxy group and a protonated amino group. It is a tautomer of a N(alpha),N(alpha)-dimethyl-L-histidine.